4,4'-bis(2-(9-phenanthrenyl)ethenyl)-1,1'-biphenyl C1=CC=CC=2C3=CC=CC=C3C(=CC12)C=CC1=CC=C(C=C1)C1=CC=C(C=C1)C=CC=1C2=CC=CC=C2C=2C=CC=CC2C1